cyclobutyl-5-(5-methoxy-4H-1,2,4-triazol-3-yl)-2-methylbenzoic acid C1(CCC1)C=1C(=C(C(=O)O)C=C(C1)C1=NN=C(N1)OC)C